N-(3-BROMO-4-(TRIFLUOROMETHOXY)PHENYL)-6-METHOXY-2-(TRIFLUOROMETHYL)-1H-IMIDAZO[4,5-B]PYRAZIN-5-AMINE BrC=1C=C(C=CC1OC(F)(F)F)NC=1N=C2C(=NC1OC)NC(=N2)C(F)(F)F